C1(=CC=CC=C1)C1=CC2=C(NC(=N2)C2CN(CC2)C#N)C=C1 3-(5-phenyl-1H-benzo[d]imidazol-2-yl)pyrrolidine-1-carbonitrile